FC1=CC=C(C=2N=C(SC21)N)C2=C(C=C1C(=NC(=NC1=C2F)OC[C@]21CCCN1C[C@@H](C2)F)O[C@@H]2CNC[C@@H]2C)C(F)(F)F 7-fluoro-4-(8-fluoro-2-(((2R,7aS)-2-fluorotetrahydro-1H-pyrrolizin-7a(5H)-yl)methoxy)-4-((cis-4-methylpyrrolidin-3-yl)oxy)-6-(trifluoromethyl)quinazolin-7-yl)benzo[d]thiazol-2-amine